Methyl 3-(7-(benzyloxy)hept-1-en-1-yl)bicyclo[1.1.1]pentane-1-carboxylate C(C1=CC=CC=C1)OCCCCCC=CC12CC(C1)(C2)C(=O)OC